3-Iodo-7-methoxy-N-methylimidazo[1,2-a]pyridine-6-carboxamide IC1=CN=C2N1C=C(C(=C2)OC)C(=O)NC